ClC=1C=NC(=NC1)NC[C@H]1N(C[C@H](O[C@H]1C)C)C(=O)OC(C)(C)C tert-Butyl (2S,3R,6R)-3-(((5-chloropyrimidin-2-yl)amino)methyl)-2,6-dimethylmorpholine-4-carboxylate